ethyl 5-chloro-2-ethyl-1-(2-methoxy-4-(3,3,3-trifluoro-2-methylpropyl)phenyl)-1H-imidazole-4-carboxylate ClC1=C(N=C(N1C1=C(C=C(C=C1)CC(C(F)(F)F)C)OC)CC)C(=O)OCC